BrC=1C(N(C(=CC1OCC1=C(C=C(C=C1)F)F)C)CC1=NC=CC=C1)=O 3-bromo-4-[(2,4-difluorobenzyl)oxy]-6-methyl-1-(pyridin-2-ylmethyl)pyridin-2(1H)-one